2-(3'-tert-Butyl-2'-hydroxy-5'-(2-methoxycarbonylethyl)phenyl)-5-chlorobenzo-triazol C(C)(C)(C)C=1C(=C(C=C(C1)CCC(=O)OC)N1N=C2C(=N1)C=CC(=C2)Cl)O